COC1=CC=C(C=C1)C1=C2C(=NC=C1)CN(C2)C#N 4-(4-methoxyphenyl)-5,7-dihydro-6H-pyrrolo[3,4-b]pyridine-6-carbonitrile